4-((5-ethoxy-4-(4-(trifluoromethoxy)phenyl)pyrimidin-2-yl)amino)benzamide C(C)OC=1C(=NC(=NC1)NC1=CC=C(C(=O)N)C=C1)C1=CC=C(C=C1)OC(F)(F)F